FC(C=1N(N=C2C1N=NN(C2=O)C2CCOCC2)CC2=C(C=CC=C2)F)F 7-(difluoromethyl)-6-(2-fluorobenzyl)-3-(tetrahydro-2H-pyran-4-yl)-3,6-dihydro-4H-pyrazolo[4,3-d][1,2,3]triazin-4-one